5-(4-tert-butoxycarbonylpiperazin-1-yl)-2-hydroxybenzaldehyde C(C)(C)(C)OC(=O)N1CCN(CC1)C=1C=CC(=C(C=O)C1)O